(7-(4,4-difluoropiperidin-1-yl)imidazo[1,2-c]pyrimidin-5-yl)-4-((2-hydroxyethyl)sulfanyl)-2-(6-azaspiro[2.5]oct-6-yl)benzamide FC1(CCN(CC1)C1=CC=2N(C(=N1)C=1C(=C(C(=O)N)C=CC1SCCO)N1CCC3(CC3)CC1)C=CN2)F